dihydrofurane C1COC=C1